COOOC(C)(C)C t-butylperoxy methyl ether